C/C(/C=O)=C\[C@@H]1OCC[C@@H](C1)C (E)-2-methyl-3-((2R,4S)-4-methyltetrahydro-2H-pyran-2-yl)acrylaldehyde